C1(CC1)CN1N=CC=C1I 1-(cyclopropylmethyl)-5-iodo-1H-pyrazole